tert-butyl 3-(tetramethyl-1,3,2-dioxaborolan-2-yl)-2,5-dihydro-1H-pyrrole-1-carboxylate CC1(C(OB(O1)C=1CN(CC1)C(=O)OC(C)(C)C)(C)C)C